monomenthyl ether C1(CC(C(CC1)C(C)C)OC1CC(CCC1C(C)C)C)C